C12C(CC(CC1)COC(C(=C)C)=O)O2 4-epoxycyclohexylmethyl-methacrylate